Methyl α-bromoacrylate BrC(C(=O)OC)=C